C(C)(C)N1N=C(C=C1C(F)(F)F)S(=O)(=O)Cl 1-isopropyl-5-(trifluoromethyl)-1H-pyrazole-3-sulfonyl chloride